C(C)OC1=NN(C(=C1C)NC(=O)N[C@@H]1CN(C[C@H]1C1=CC=CC=C1)C=1C(=NC=CC1)OCC)C1=CC=CC=C1 1-(3-ethoxy-4-methyl-1-phenyl-1H-pyrazol-5-yl)-3-((3s,4r)-1-(2-ethoxypyridin-3-yl)-4-phenylpyrrolidin-3-yl)urea